ONC(=N)C1=C(N=NC=C1)SC1=NC=CN=C1 N-hydroxy-3-(pyrazin-2-ylsulfanyl)pyridazine-4-carboximidamide